4,4'-Oxybis(2-bromobenzaldehyde) O(C1=CC(=C(C=O)C=C1)Br)C1=CC(=C(C=O)C=C1)Br